4-propan-2-ylcyclohexa-1,4-diene CC(C)C=1CC=CCC1